S1C(=NC2=C1C=CC=C2)C2=CC(=C(C=C2)C[C@@H](C#N)NC(OC(C)(C)C)=O)F tert-butyl (S)-(2-(4-(benzo[d]thiazol-2-yl)-2-fluorophenyl)-1-cyanoethyl)carbamate